2-({(1S)-1-[4-(2-Fluoropyridin-4-yl)phenyl]ethyl}amino)-8-[(2S)-3-methylbutan-2-yl]pyrido[2,3-d]pyrimidin-7(8H)-on FC1=NC=CC(=C1)C1=CC=C(C=C1)[C@H](C)NC=1N=CC2=C(N1)N(C(C=C2)=O)[C@@H](C)C(C)C